tert-Butyl (S)-3-((4-((4-(cyclopropylmethoxy)-2,3-difluorophenyl)amino)-7-fluoropyrido[3,2-d]pyrimidin-6-yl)oxy)pyrrolidine-1-carboxylate C1(CC1)COC1=C(C(=C(C=C1)NC=1C2=C(N=CN1)C=C(C(=N2)O[C@@H]2CN(CC2)C(=O)OC(C)(C)C)F)F)F